2-(4-(3-(4-isopropyl-2-(4-(trifluoromethyl)phenyl)thiazol-5-yl)prop-1-en-1-yl)-2-methylphenoxy)ethan-1-ol C(C)(C)C=1N=C(SC1CC=CC1=CC(=C(OCCO)C=C1)C)C1=CC=C(C=C1)C(F)(F)F